C(=O)O.ClC1=C(C(=O)N2CCN(CC2)CC(=O)N2CCNCC2)C=CC(=C1)NC=1C=2N(C=CN1)C(=CN2)C=2C(=NN(C2)CC(F)F)C(F)(F)F 2-(4-(2-chloro-4-((3-(1-(2,2-difluoroethyl)-3-(trifluoromethyl)-1H-pyrazol-4-yl)imidazo[1,2-a]pyrazin-8-yl)amino)benzoyl)piperazin-1-yl)-1-(piperazin-1-yl)ethan-1-one formate